CC[C@H](C)[C@@H](C(=O)N[C@@H](CC1=CN=CN1)C(=O)N2CCC[C@H]2C(=O)N[C@@H](CC3=CC=CC=C3)C(=O)O)NC(=O)[C@H](CC4=CC=C(C=C4)O)NC(=O)[C@H](C(C)C)NC(=O)[C@H](CCCN=C(N)N)NC(=O)[C@H](CC(=O)O)N The molecule is an angiotensin II that acts on the central nervous system (PDB entry: 1N9V). It has a role as a human metabolite. It is a tautomer of an Ile(5)-angiotensin II dizwitterion.